3-(Di-tert-butylfluorosilyl)-4-methoxypyridine C(C)(C)(C)[Si](C=1C=NC=CC1OC)(F)C(C)(C)C